trifluorohexan FC(CCCCC)(F)F